C(C)(C)(C)OC(=O)C1=C(NC2=CC(=CC=C12)C#N)C(C)(C)C1=CC(=C(C=C1)CC)N1CCC(CC1)N1CCOCC1 6-cyano-2-(2-(4-ethyl-3-(4-morpholin-4-yl-piperidin-1-yl)phenyl)propane-2-yl)-1H-indole-3-carboxylic acid tert-butyl ester